BrC=1C(=NC(=C(N1)Cl)CC)C#N 3-Bromo-5-chloro-6-ethylpyrazine-2-carbonitrile